CN(C(=O)C=1NC=CC1)C N,N-dimethylpyrrolecarboxamide